3-(6-(2-(2-fluoro-5-(trifluoro-methoxy)benzyl)-2H-tetrazol-5-yl)pyridin-2-yl)-1-hydroxybutane-2-sulfonamide FC1=C(CN2N=C(N=N2)C2=CC=CC(=N2)C(C(CO)S(=O)(=O)N)C)C=C(C=C1)OC(F)(F)F